europium(II) tetraphenylborate C1(=CC=CC=C1)[B-](C1=CC=CC=C1)(C1=CC=CC=C1)C1=CC=CC=C1.[Eu+2].C1(=CC=CC=C1)[B-](C1=CC=CC=C1)(C1=CC=CC=C1)C1=CC=CC=C1